C(CCCCCCCCCCCC)C(C)(O[Si](OCC)(OCC)CC)CCCCCCF tridecylfluorohexylethyltriethoxysilane